2-(6-chloropyridazin-3-yl)-2-(2,5-dichlorophenyl)acetonitrile ClC1=CC=C(N=N1)C(C#N)C1=C(C=CC(=C1)Cl)Cl